5-amino-2,2',3',4',6'-pentafluoro-5'-(2-hydroxyethyl)-[1,1'-biphenyl]-4-ol NC=1C(=CC(=C(C1)C1=C(C(=C(C(=C1F)CCO)F)F)F)F)O